3-((4-(4-(((7-(cyclopropylmethoxy)-5-fluoro-4-oxo-3,4-dihydroquinazolin-2-yl)methyl)thio)-[1,4'-bipiperidin]-1'-yl)-2,5-difluorophenyl)amino)piperidine-2,6-dione C1(CC1)COC1=CC(=C2C(NC(=NC2=C1)CSC1CCN(CC1)C1CCN(CC1)C1=CC(=C(C=C1F)NC1C(NC(CC1)=O)=O)F)=O)F